3-[2-(2-OXOIMIDAZOLIDIN-1-YL)ETHOXY]BENZALDEHYDE O=C1N(CCN1)CCOC=1C=C(C=O)C=CC1